(4-vinylbicyclo[2.2.2]oct-1-yl)methanol C(=C)C12CCC(CC1)(CC2)CO